1H-pyrazole-1-carboximidamide hydrochloride Cl.N1(N=CC=C1)C(N)=N